3-(4-(2,4-difluorobenzyloxy)-3-chloro-6-methyl-2-oxopyridin-1(2H)-yl)-4-fluorobenzamide FC1=C(COC2=C(C(N(C(=C2)C)C=2C=C(C(=O)N)C=CC2F)=O)Cl)C=CC(=C1)F